C1(=CCCCC1)CC(NCCOCCOCCOCCOCCC(=O)N)C=1C=NC(=CC1)OCC=1C(=C(C=CC1)C1=CC=CC=C1)C (cyclohexenylmethyl)-1-(6-((2-methyl-[1,1'-biphenyl]-3-yl)methoxy)pyridine-3-yl)-5,8,11,14-tetroxa-2-azaheptadecan-17-amide